(2R)-1,1-difluoro-2-{4-[4-fluoro-2-(trifluoromethyl)phenyl]-1,3-oxazol-2-yl}-6-azaspiro[2.5]octane-6-sulfonamide FC1([C@H](C12CCN(CC2)S(=O)(=O)N)C=2OC=C(N2)C2=C(C=C(C=C2)F)C(F)(F)F)F